FC(OC1=C(C(=O)O)C=CC(=C1)F)F 2-(difluoromethoxy)-4-fluorobenzoic acid